(1S,3S)-3-((6-(5-chloro-3-((((2-Cyclopropylethyl)(methyl)carbamoyl)oxy)methyl)thiophen-2-yl)-2-methylpyridin-3-yl)oxy)cyclohexane-1-Carboxylic acid ClC1=CC(=C(S1)C1=CC=C(C(=N1)C)O[C@@H]1C[C@H](CCC1)C(=O)O)COC(N(C)CCC1CC1)=O